COC1=CC=C(CN2C[C@@H](C[C@H](C2)C2=CC=C(C=C2)C(F)(F)F)CC(=O)OC)C=C1 methyl 2-((3S,5S)-1-(4-methoxybenzyl)-5-(4-(trifluoromethyl)phenyl)piperidin-3-yl)acetate